propane-1,3-diol formate C(=O)OCCCO